C1(CC1)COC1=CC(=NC(=C1)S(=O)(=O)C)NC1=CC(=NC=C1C1=NN(C=C1)C)NC(C)=O N-(4-((4-(cyclopropylmethoxy)-6-(methylsulfonyl)pyridin-2-yl)amino)-5-(1-methyl-1H-pyrazol-3-yl)pyridin-2-yl)acetamide